4-[(2-methyl-3-pyridyl)sulfanyl]-6-[1-[(3S)-3-piperidyl]pyrazol-4-yl]pyrazolo[1,5-a]pyridine-3-carbonitrile CC1=NC=CC=C1SC=1C=2N(C=C(C1)C=1C=NN(C1)[C@@H]1CNCCC1)N=CC2C#N